BrCCCCCCO[Si](OC(OCCCCCCCCCCCC1CCCCC1)CCCCCCC\C=C/CCCCCCCC)(C)C (Z)-1-bromo-22-cyclohexyl-10-(heptadec-8-en-1-yl)-8,8-dimethyl-7,9,11-trioxa-8-siladocosane